bromo-4-fluoro-2-(methoxymethyloxy)benzene BrC1=C(C=C(C=C1)F)OCOC